O1COC2=C1C=CC(=C2)C=CC=CC(=O)N2CCN(CC2)C2=C(C=CC=C2)F 5-(benzo[d][1,3]dioxol-5-yl)-1-(4-(2-fluorophenyl)piperazin-1-yl)penta-2,4-dien-1-one